C(C=C)(=O)NC=1C=CC(=C(C(=O)O)C1)C(N(CC1=CC=CC=C1)CC1=CC=CC=C1)=O 5-acrylamido-2-(dibenzylcarbamoyl)benzoic acid